4-[2-(1,1-dimethylethoxy)ethyl-[4-(5,6,7,8-tetrahydro-1,8-naphthyridin-2-yl)butyl]amino]-2-[3,3,3-tris(fluoranyl)propanoylamino]butanoic acid CC(C)(OCCN(CCC(C(=O)O)NC(CC(F)(F)F)=O)CCCCC1=NC=2NCCCC2C=C1)C